3-(azetidin-1-yl)-N-(2,2-difluoro-1-phenyl-ethyl)propanamide N1(CCC1)CCC(=O)NC(C(F)F)C1=CC=CC=C1